6-chloro-N-{3-[2-(4-chloro-3-fluorophenoxy)acetamido]bicyclo[1.1.1]pentan-1-yl}-4-[(2-hydroxyethyl)amino]-3,4-dihydro-2H-1-benzopyran-2-carboxamide ClC=1C=CC2=C(C(CC(O2)C(=O)NC23CC(C2)(C3)NC(COC3=CC(=C(C=C3)Cl)F)=O)NCCO)C1